rac-dimethylsilicon C[Si]C